2-ethylhexyl-α-cyano-5-phenyl-2,4-pentadienoate C(C)C(COC(C(=CC=CC1=CC=CC=C1)C#N)=O)CCCC